O1N=C(C=C1)N(S(=O)(=O)C=1C=C2C=CC(NC2=CC1)=O)CC1=CC=C(C=C1)OC N-(isoxazol-3-yl)-N-(4-methoxybenzyl)-2-oxo-1,2-dihydroquinoline-6-sulphonamide